CN(C=1N=C(C2=C(N1)CC[S+]2[O-])NC2(CCC2)CO)CCC2CCOCC2 [1-[[2-[methyl(2-tetrahydropyran-4-ylethyl)amino]-5-oxido-6,7-dihydrothieno[3,2-d]pyrimidin-5-ium-4-yl]amino]cyclobutyl]methanol